bromoacetamido thiol BrCC(=O)NS